N-{1-[2-(hydroxymethyl)phenyl]cyclopropyl}-1-methyl-6-(1H-pyrazol-4-yl)pyrrolo[2,3-b]pyridine-2-carboxamide OCC1=C(C=CC=C1)C1(CC1)NC(=O)C1=CC=2C(=NC(=CC2)C=2C=NNC2)N1C